Cl.C(C1=CC=CC=C1)N(CCCCCCCCCCCCN(C)C)C N1-Benzyl-N,N12,N12-trimethyldodecane-1,12-diamine, hydrochloride salt